NCC1COC2=C(O1)C=CC=C2N2CCNCC2 2-(aminomethyl)-5-(piperazin-1-yl)-2,3-dihydro-1,4-benzodioxine